Nα-Benzoyl-L-tyrosine C(C1=CC=CC=C1)(=O)N[C@@H](CC1=CC=C(C=C1)O)C(=O)O